(1S,2R,3S)-2-METHYL-3-VINYLCYCLOHEXYL METHANESULFONATE CS(=O)(=O)O[C@@H]1[C@@H]([C@@H](CCC1)C=C)C